F/C(=C/C(=O)NC1=CC=CC=C1)/C=1C=C(C=CC1)C (E)-3-fluoro-N-phenyl-3-(3-tolyl)acrylamide